(1S,2R)-Ethyl 1,2-dihydroxycycloheptanecarboxylate O[C@@]1([C@@H](CCCCC1)O)C(=O)OCC